diethyl 2,3-diisopropyl-2-cyanobutanedioate C(C)(C)C(C(=O)OCC)(C(C(=O)OCC)C(C)C)C#N